(3aR,5s,6aS)-2-((3-cyclopropyl-1-methyl-1H-pyrazol-5-yl)sulfonyl)-N-(2-oxaspiro[3.3]hept-6-yl)octahydrocyclopenta[C]pyrrol-5-amine C1(CC1)C1=NN(C(=C1)S(=O)(=O)N1C[C@@H]2[C@H](C1)CC(C2)NC2CC1(COC1)C2)C